benzyl 4-(2-{[(2R,7aS)-2-fluoro-hexahydro-1H-pyrrolizin-7a-yl]methoxy}-7-[3-chloro-2-cyclopropyl-5-(methoxymethoxy)phenyl]-8-fluoropyrido[4,3-d]pyrimidin-4-yl)piperidine-1-carboxylate F[C@@H]1C[C@@]2(CCCN2C1)COC=1N=C(C2=C(N1)C(=C(N=C2)C2=C(C(=CC(=C2)OCOC)Cl)C2CC2)F)C2CCN(CC2)C(=O)OCC2=CC=CC=C2